3-[(tert-butoxycarbonyl)amino]-2-[6-(hydroxymethyl)pyridin-3-yl]propanoic acid C(C)(C)(C)OC(=O)NCC(C(=O)O)C=1C=NC(=CC1)CO